ethoxydiethylene glycol C(C)OC(COCCO)O